CN(CCOC=1C=NC(=C(C(=O)O)C1)C)C 5-(2-(dimethylamino)ethoxy)-2-methylnicotinic acid